N-(1-(1-(1-acetylpiperidin-4-yl)azetidin-3-yl)-3-(difluoromethyl)-1H-pyrazol-4-yl)-6-(1-(2-cyanopropan-2-yl)-1H-pyrazol-4-yl)-2-pyridineamide C(C)(=O)N1CCC(CC1)N1CC(C1)N1N=C(C(=C1)NC(=O)C1=NC(=CC=C1)C=1C=NN(C1)C(C)(C)C#N)C(F)F